N-((2-methylphenyl)aminomethylthio)-3,7-dimethyloct-6-enamide CC1=C(C=CC=C1)NCSNC(CC(CCC=C(C)C)C)=O